CC1=C(C=2N(C(=N1)N1CCC3(CCC[C@H]3N)CC1)C=CN2)C2=CC=NC=C2 (R)-8-(7-methyl-8-(pyridin-4-yl)imidazo[1,2-c]pyrimidin-5-yl)-8-azaspiro[4.5]decan-1-amine